ClC1=C(C(=C2C(=C1[2H])C1=C(C(=C(C3=C1N2C2=C1C(C4=C(C(=C(C(=C4OB31)[2H])[2H])[2H])[2H])=C(C(=C2[2H])[2H])[2H])[2H])[2H])[2H])[2H])[2H] 5-chloro-15-oxa-7b-aza-15a-borabenzo[gh]indeno[1,2,3-de]benzanthracene-1,2,3,4,6,7,8,9,10,11,12,13,14-d13